NCC(C)O 3-Amino-2-propanol